dichloro(pentafluorophenyl)borane ClB(C1=C(C(=C(C(=C1F)F)F)F)F)Cl